C(C)N(C(=O)C1CC2C(=C(C1O2)C2=CC=C(C=C2)NC(CCCCC[Se]C#N)=O)C2=CC=C(C=C2)O)C2=CC(=CC=C2)OC N-(4-(6-(N-ethyl-N-(3-methoxyphenyl)carbamoyl)-3-(4-hydroxyphenyl)-7-oxabicyclo[2.2.1]hept-2-en-2-yl)phenyl)-6-selenocyanohexanamide